C1(OCC(C)(C)OC(C(CCCC)CC)O1)=O t-butylyloxy-2-ethylhexyl monocarbonate